2-(4,4-difluoro-3-methylpiperidin-1-yl)-N-(2-sulfamoylpyridin-4-yl)-7,8-dihydro-6H-spiro[quinoline-5,2'-[1,3]dithiolane]-3-carboxamide FC1(C(CN(CC1)C1=NC=2CCCC3(SCCS3)C2C=C1C(=O)NC1=CC(=NC=C1)S(N)(=O)=O)C)F